2-amino-1-(2-(3,4-difluorophenyl)-3-((3-fluoro-4-(trifluoromethyl)phenyl)amino)-8,8-dimethyl-5,6-dihydroimidazo[1,2-a]pyrazin-7(8H)-yl)ethan-1-one NCC(=O)N1C(C=2N(CC1)C(=C(N2)C2=CC(=C(C=C2)F)F)NC2=CC(=C(C=C2)C(F)(F)F)F)(C)C